hydroxy-p-tert-butylbenzylphosphinic acid OP(O)(=O)CC1=CC=C(C=C1)C(C)(C)C